C(=O)O.N1(CCC1)C1=NN=C(C2=CC=C(C=C12)NC(C=C)=O)N1C[C@@H](CC1)NC=1N=NC(=CN1)C#C (R)-N-(4-(azetidin-1-yl)-1-(3-((6-ethynyl-1,2,4-triazin-3-yl)amino)pyrrolidin-1-yl)phthalazin-6-yl)acrylamide formate